C1(=CC=CC=C1)CCC[S+](CC[C@@H](NC(CCCCCCCCC)=O)C(=O)O)C S-(3-phenyl-propyl)N-decanoyl-D-methionine